(R)-3-((1-(5-fluoro-1H-pyrrolo[2,3-b]pyridin-3-yl)-6-oxo-1,6-dihydropyridazin-3-yl)amino)-N,4-dimethylvaleramide FC=1C=C2C(=NC1)NC=C2N2N=C(C=CC2=O)N[C@H](CC(=O)NC)C(C)C